ClC1=CC=C(C=C1)CCN=C=O 2-(4-chlorophenyl)ethyl isocyanate